2-(6-{5-chloro-2-[(oxan-4-yl)amino]pyrimidin-4-yl}-1-oxo-2,3-dihydro-1H-isoindol-2-yl)-N-[(1R)-2-hydroxy-1-phenylethyl]acetamide ClC=1C(=NC(=NC1)NC1CCOCC1)C1=CC=C2CN(C(C2=C1)=O)CC(=O)N[C@@H](CO)C1=CC=CC=C1